C(C)(C)S(=O)C(C)C (R)-isopropylsulfoxide